ClC1=CC(=C2C(=N1)N(N=C2)[C@@H]2O[C@@H]([C@H]([C@H]2O)O)CO)N(C(OC(C)(C)C)=O)C2CCCC2 tert-butyl (6-chloro-1-((2R,3R,4S,5R)-3,4-dihydroxy-5-(hydroxymethyl)tetrahydrofuran-2-yl)-1H-pyrazolo[3,4-b]pyridin-4-yl)(cyclopentyl)carbamate